(2-phenylethyl)sulfonamide C1(=CC=CC=C1)CCS(=O)(=O)N